C(CC)C1=CC2=C(NN=N2)C=C1 5-propylbenzotriazole